C(C1=CC=CC=C1)OC(=O)N1[C@H](CC(C1)=O)C(=O)O (R)-1-((benzyloxy)carbonyl)-4-oxopyrrolidine-2-carboxylic acid